C(C)(C)(C)OC(=O)N1CCN(CC1)CC1=C(C=CC(=C1)C=C(C)C)C#N 4-[[2-cyano-5-(2-methylpropan-1-enyl)phenyl]methyl]piperazine-1-carboxylic acid tert-butyl ester